3-methoxy-N-((3-methyl-4-(thiazol-2-yloxy)phenyl)carbamoyl)cyclobutane-1-carboxamide COC1CC(C1)C(=O)NC(NC1=CC(=C(C=C1)OC=1SC=CN1)C)=O